CC1(C(=O)OCC2CO2)C(C(=O)[O-])CCCC1 methylhexahydrophthalic acid, Glycidyl ester